ethyl-1H-indazole C(C)N1N=CC2=CC=CC=C12